C(C)N1CCN(CC1)C=1C=CC(=NC1)NC1=NC=C(C(=N1)C=1C=C2C=CC=NC2=CC1F)F N-(5-(4-ethylpiperazin-1-yl)pyridin-2-yl)-5-fluoro-4-(7-fluoroquinolin-6-yl)pyrimidin-2-amine